C(C)(C)(C)OC(=O)N1C(C(CC1)=O)(C)C 2,2-dimethyl-3-oxopyrrolidine-1-carboxylic acid tert-butyl ester